C(CCCCCCCCCC)C1OCC(O1)COCCOCCOCCOCCOCCOCCOCCOCCOCCO 1-(2-undecyl-1,3-dioxolan-4-yl)-2,5,8,11,14,17,20,23,26-nonaoxaoctacosan-28-ol